(4-amino-7-fluoro-1-methyl-1H-pyrazolo[4,3-c]quinolin-8-yl)((1S,5R)-1-(4-(trifluoromethyl)phenyl)-3-azabicyclo[3.1.0]hexan-3-yl)methanone NC1=NC=2C=C(C(=CC2C2=C1C=NN2C)C(=O)N2C[C@]1(C[C@H]1C2)C2=CC=C(C=C2)C(F)(F)F)F